(1,5-cyclooctadiene) iridium chloride [Ir](Cl)(Cl)Cl.C1=CCCC=CCC1